N,N-dimethyl-m-toluamide CN(C(=O)C=1C=C(C=CC1)C)C